COC=1C=C2C(=CC=NC2=CC1OC)OC1=C(C=C(C=C1)NC(CN(CCC1=CC(=CC=C1)C(F)(F)F)C)=O)F N1-(4-{[6,7-bis(methyloxy)quinolin-4-yl]oxy}-3-fluorophenyl)-N2-methyl-N2-{2-[3-(trifluoromethyl)phenyl]ethyl}glycinamide